FC=1C=C(C=C(C1)F)[C@H]1N(OCC1)C(=O)[C@@H]1CC[C@H](CC1)CN1C=CC2=CC(=CC=C12)F trans-((S)-3-(3,5-difluorophenyl)isoxazolidin-2-yl)(4-((5-fluoro-1H-indol-1-yl)methyl)cyclohexyl)methanone